Trans-3-((5-(5-((((benzyloxy)carbonyl)amino)methyl)-1-methyl-1H-pyrazol-4-yl)-3-methylpyrazin-2-yl)oxy)cyclopentanecarboxylic Acid C(C1=CC=CC=C1)OC(=O)NCC1=C(C=NN1C)C=1N=C(C(=NC1)O[C@@H]1C[C@H](CC1)C(=O)O)C